C(#N)C1(CC1)C1=CC=C(C=C1)C1=C(C=NC2=CC=C(C=C12)F)C(=O)NC1CCC(CC1)O 4-(4-(1-cyanocyclopropyl)phenyl)-6-fluoro-N-((1r,4r)-4-hydroxycyclohexyl)quinoline-3-carboxamide